C1=CC(=CC=C1/C=C/C(=O)O)N P-aminocinnamic acid